C1(=CC=CC=C1)C1CCCC=2N1C1=C(N2)C=CC(=C1)C=1C=NC(=NC1)N1CCOCC1 4-(5-(1-phenyl-1,2,3,4-tetrahydrobenzo[4,5]imidazo[1,2-a]pyridin-8-yl)pyrimidin-2-yl)morpholine